aluminum [oxy]hydroxide O(O)O.[Al]